FC1=C(C=CC=C1)C1=NC(=CC(=C1)C(F)(F)F)C1=C(C=CC=C1)F 2,6-bis(2-fluorophenyl)-4-(trifluoromethyl)pyridine